3,7-dimethyl-6-octene-1-aldehyde CC(CC=O)CCC=C(C)C